N-octadecenyl-2-cyano-3,5-dihydroxypyridin-4-one C(=CCCCCCCCCCCCCCCCC)N1C(=C(C(C(=C1)O)=O)O)C#N